5-(2-fluoro-4-((3-methyl-4-(2,2,2-trifluoroethoxy)pyridin-2-yl)methoxy)phenyl)-4-(2-methoxyethoxy)-N-(4-((4-methylpiperazin-1-yl)methyl)phenyl)-7H-pyrrolo[2,3-d]pyrimidin-2-amine FC1=C(C=CC(=C1)OCC1=NC=CC(=C1C)OCC(F)(F)F)C1=CNC=2N=C(N=C(C21)OCCOC)NC2=CC=C(C=C2)CN2CCN(CC2)C